BrC=1C(=NC(=CC1)C1CC1)N 3-bromo-6-cyclopropyl-pyridin-2-amine